COC1=CC=C(CN(C2=NC(=NN3C2=NC=C3C(C=3C=C(C(=NC3)N3CCC(CC3)CN(C(OC(C)(C)C)=O)C)C)O)NC(CCC)CCC)CC3=CC=C(C=C3)OC)C=C1 tert-butyl ((1-(5-((4-(bis(4-methoxybenzyl)amino)-2-(heptan-4-ylamino)imidazo[2,1-f][1,2,4]triazin-7-yl)(hydroxy)methyl)-3-methylpyridin-2-yl)piperidin-4-yl)methyl)(methyl)carbamate